NC1=C(C=C(C2=C1CCO2)C(=O)N)Cl 4-amino-5-chloro-2,3-dihydrobenzofuran-7-carboxamide